ClC=1C=C(C(=NC1)OC(F)F)C1=NN=C(N1C)C1=CC(=CC(=C1)F)F 5-chloro-2-(difluoromethoxy)-3-(5-(3,5-difluorophenyl)-4-methyl-4H-1,2,4-triazol-3-yl)pyridine